1-(4-((3-(pyrrolidin-1-yl)benzyl)oxy)piperidine-1-carbonyl)-1H-pyrazole-3-carboxylic acid N1(CCCC1)C=1C=C(COC2CCN(CC2)C(=O)N2N=C(C=C2)C(=O)O)C=CC1